S(=O)(=O)(O)CC(C(=O)[O-])(SSC1=CC=C(C=C1)N=[N+]=[N-])N1C(CCC1=O)=O Sulfosuccinimidyl(4-azido-phenyldithio)propionate